(2,6-dimethylmorpholino)(2-methylbenzo[d]thiazol-5-yl)methanone CC1OC(CN(C1)C(=O)C=1C=CC2=C(N=C(S2)C)C1)C